3'-chloro-8a',9'-dihydro-1'H,6'H,8'H-spiro[cyclobutane-1,7'-pyrrolo[1',2':3,4]imidazo[1,2-c]pyrimidin]-1'-one ClC=1C=C2N(C(N1)=O)CC1N2CC2(C1)CCC2